O[C@H]1C[C@H](CC1)NC(OC(C)(C)C)=O Tert-butyl ((1S,3R)-3-hydroxycyclopentyl)carbamate